tert-butyl (S)-7-(4-(5-chloro-2-methoxyphenyl)piperidin-1-yl)-5-oxa-2-azaspiro[3.4]octane-2-carboxylate ClC=1C=CC(=C(C1)C1CCN(CC1)[C@@H]1COC2(CN(C2)C(=O)OC(C)(C)C)C1)OC